methyl 4-(3-((1r,3R,5S,7r)-3,5-dimethyladamantan-1-yl) guanidino)-3-fluorobenzoate C[C@]12CC3(CC(C[C@@](C1)(C3)C)C2)NC(NC2=C(C=C(C(=O)OC)C=C2)F)=N